FC1=CC=C(C=N1)C1C(N(CC1)C)=O (6-fluoropyridin-3-yl)-1-methylpyrrolidin-2-one